5-octoxymethyl-8-hydroxyquinoline C(CCCCCCC)OCC1=C2C=CC=NC2=C(C=C1)O